(2R,3S)-2-(3-(4-(piperidin-1-yl)-1H-benzo[d]imidazol-1-yl)propyl)piperidin-3-ol N1(CCCCC1)C1=CC=CC=2N(C=NC21)CCC[C@H]2NCCC[C@@H]2O